Cl.C1(CC1)CN1C(=CC=2C1=NC=CC2)C2=NC1=C(N2C)C(=CC(=C1)C(=O)N1C[C@@H](C[C@H](C1)NC)O)OC |o1:28,30| rel-(3R,5R)-1-{2-[1-(cyclopropylmethyl)-1H-pyrrolo[2,3-b]pyridin-2-yl]-7-methoxy-1-methyl-1H-1,3-benzodiazole-5-carbonyl}-5-(methylamino)piperidine-3-ol hydrochloride